(S)-5-((2-cyclopropyl-6-ethyl-3,4-dihydroquinolin-1(2H)-yl)sulfonyl)-2-((tetrahydro-2H-pyran-4-yl)methoxy)benzyl Alcohol C1(CC1)[C@H]1N(C2=CC=C(C=C2CC1)CC)S(=O)(=O)C=1C=CC(=C(CO)C1)OCC1CCOCC1